C12CNCC(CC1)N2C=2C=C1C(N(C(C1=CC2)=O)N2C(NC(CC2)=O)=O)=O 5-(3,8-diazabicyclo[3.2.1]octan-8-yl)-2-(2,4-dioxotetrahydropyrimidin-1(2H)-yl)isoindoline-1,3-dione